O[C@@H]1[C@@H]2[C@@H]([C@H]2CC1)C(=O)OCC |&1:3,4| (±)-Ethyl (1S,2S,SR)-2-hydroxybicyclo[3.1.0]hexane-6-carboxylate